C1(CC1)C=1N=C(N(C1)C1=C(C=C2CNC(C2=C1)=O)C)S 6-(4-cyclopropyl-2-mercapto-1H-imidazol-1-yl)-5-methylisoindoline-1-one